N-(4-((2-(1,1-difluoroethyl)-6-(1-(2-(dimethylamino)ethyl)-1H-pyrazol-4-yl)pyrimidin-4-yl)amino)-5-ethoxypyridin-2-yl)acetamide FC(C)(F)C1=NC(=CC(=N1)NC1=CC(=NC=C1OCC)NC(C)=O)C=1C=NN(C1)CCN(C)C